1-benzyl-N1-methylbenzene-1,2-diamine C(C1=CC=CC=C1)C1(C(C=CC=C1)N)NC